Tert-Butyl 3-(4-bromo-3-methylsulfonyl-phenyl)azetidine-1-carboxylate BrC1=C(C=C(C=C1)C1CN(C1)C(=O)OC(C)(C)C)S(=O)(=O)C